N,4-dimethyl-N-phenylpyridin-4-amine CN(C1(CC=NC=C1)C)C1=CC=CC=C1